C1(=CC=CC=C1)C=1C=NN2C1N=C(C=C2)C(=O)O 3-PHENYL-PYRAZOLO[1,5-A]PYRIMIDINE-5-CARBOXYLIC ACID